4-((1-(2-(isoindolin-2-yl)-3,7-dimethyl-4-oxo-4H-pyrido[1,2-a]pyrimidin-9-yl)ethyl)amino)nicotinic acid C1N(CC2=CC=CC=C12)C=1N=C2N(C(C1C)=O)C=C(C=C2C(C)NC2=CC=NC=C2C(=O)O)C